ClCC1=NC2=C(N1C[C@H]1OCC1)C=C(C=C2C#N)C(=O)OC methyl (S)-2-(chloromethyl)-4-cyano-1-(oxetan-2-ylmethyl)-1H-benzo[d]imidazole-6-carboxylate